7-(6-(difluoromethyl)naphthalen-1-yl)-8-fluoro-2-(((2R,7aS)-2-fluorotetrahydro-1H-pyrrolizin-7a(5H)-yl)methoxy)-4-(2,2,2-trifluoroethoxy)pyrido[4,3-d]pyrimidine FC(C=1C=C2C=CC=C(C2=CC1)C1=C(C=2N=C(N=C(C2C=N1)OCC(F)(F)F)OC[C@]12CCCN2C[C@@H](C1)F)F)F